2-(4-{2-[(2,3-dihydro-1H-inden-2-yl)amino]pyrimidin-5-yl}-2-methyl-1H-imidazol-1-yl)acetic Acid Lithium Salt [Li+].C1C(CC2=CC=CC=C12)NC1=NC=C(C=N1)C=1N=C(N(C1)CC(=O)[O-])C